ClC=1C(=C(C=CC1OCC1(CC1)C)NC=1C2=C(N=CN1)C=CC(=N2)N2[C@@H]1CN[C@H](C2)C1)F N-[3-Chloro-2-fluoro-4-[(1-methylcyclopropyl)methoxy]phenyl]-6-[(1S,4S)-2,5-diazabicyclo[2.2.1]heptan-2-yl]pyrido[3,2-d]pyrimidin-4-amine